6'-({4-[(1,3-thiazol-4-yl)methyl]piperazin-1-yl}methyl)-2',3'-dihydrospiro[cyclohexane-1,1'-indene]-4-carboxylate S1C=NC(=C1)CN1CCN(CC1)CC1=CC=C2CCC3(C2=C1)CCC(CC3)C(=O)[O-]